3-amino-6-hydroxymethyl-phenylboronic acid NC=1C=C(C(=CC1)CO)B(O)O